N-[(E)-[4-Fluoro-3-(2-methoxyethoxy)phenyl]methylenamino]-N-methyl-1,1-dioxo-1,2-benzothiazol-3-amin FC1=C(C=C(C=C1)\C=N\N(C1=NS(C2=C1C=CC=C2)(=O)=O)C)OCCOC